(R)-N-((R)-1-(naphthalen-1-yl)ethyl)-4-oxochromene-2-carboxamide C1(=CC=CC2=CC=CC=C12)[C@@H](C)NC(=O)C=1OC2=CC=CC=C2C(C1)=O